tert-butyl 4-(3-(3-bromo-2-methoxyphenyl)-1H-pyrazol-5-yl)piperazine-1-carboxylate BrC=1C(=C(C=CC1)C1=NNC(=C1)N1CCN(CC1)C(=O)OC(C)(C)C)OC